ClC1=C(C[C@@H]2N(OCC2)C2=CC(=NC=N2)NC=2C(=CC(=C(C2)NC(C=C)=O)N2CCC(CC2)N2CCN(CC2)C(C)C)OC)C=CC=C1Cl N-(5-((6-((S)-3-(2,3-dichlorobenzyl)isoxazolidine-2-yl)pyrimidine-4-yl)amino)-2-(4-(4-isopropylpiperazine-1-yl)piperidine-1-yl)-4-methoxy-phenyl)acrylamide